1-Ethyl 2-azido-3-(3-chloro-4-methoxyphenyl)acrylate N(=[N+]=[N-])C(C(=O)OCC)=CC1=CC(=C(C=C1)OC)Cl